CN(S(=O)(=O)N[C@H]1[C@@H]2[C@H](N([C@H]1COC1CCC(CC1)C1=CC=CC=C1)C(=O)OC)CCC2)C Methyl (2R,3S,3aS,6aR)-3-((N,N-dimethylsulfamoyl)amino)-2-((((1s,4S)-4-phenyl-cyclohexyl)oxy)methyl)hexahydrocyclopenta[b]pyrrole-1(2H)-carboxylate